CN1N=CC(=C1)C1=CC=C2C(=NC=NC2=C1)C1=C(N=NC=C1)O 4-(7-(1-methyl-1H-pyrazol-4-yl)quinazolin-4-yl)pyridazin-3-ol